triphenylsulfanium {7,7-dimethyl-2-oxobicyclo[2.2.1]heptan-1-yl}methanesulfonat CC1(C2(C(CC1CC2)=O)CS(=O)(=O)[O-])C.C2(=CC=CC=C2)[S+](C2=CC=CC=C2)C2=CC=CC=C2